CN1C2=C(OCC1)C=CC=C2C=O 4-methyl-3,4-dihydro-2H-benzo[b][1,4]oxazine-5-carbaldehyde